2,4,6-tri(phenylazo)resorcinol C1(=CC=CC=C1)N=NC1=C(O)C(=CC(=C1O)N=NC1=CC=CC=C1)N=NC1=CC=CC=C1